COC1=C(CNC(=O)C2(CCOCC2)N(C(C#C[Si](C(C)C)(C(C)C)C(C)C)=O)C2=CC(=C(C=C2)C)CO)C=CC(=C1)OC N-(2,4-dimethoxybenzyl)-4-(N-(3-(hydroxymethyl)-4-methylphenyl)-3-(triisopropylsilyl)propiolamido)tetrahydro-2H-pyran-4-carboxamide